NC([C@@H](C(C)(C)C)NC(C(=O)C1=C(C(=C(N1C)C)C(=O)NC1=CC(=C(C=C1)F)C)C)=O)=O (R)-5-(2-((1-amino-3,3-dimethyl-1-oxobutan-2-yl)amino)-2-oxoacetyl)-N-(4-fluoro-3-methylphenyl)-1,2,4-trimethyl-1H-pyrrole-3-carboxamide